4-hexoxymethoxy-1-methylbutylmagnesium chloride C(CCCCC)OCOCCCC(C)[Mg]Cl